1-[4-(cyanomethyl)-1-(2,2,2-trifluoroethyl)-4-piperidyl]-3-(spiro[2.3]hexane-2-carbonylamino)pyrazole-4-carboxamide C(#N)CC1(CCN(CC1)CC(F)(F)F)N1N=C(C(=C1)C(=O)N)NC(=O)C1CC12CCC2